OC(CCCCCCCCC(=O)[O-])CCCCCCCCC(=O)[O-] 2-hydroxy-propane-1,3-diyldioctanoate